P([O-])(=O)(OP(=O)([O-])OP(=O)(O)O)OC[C@@H]1[C@H]([C@H]([C@@H](O1)N1C=NC=2C(N)=NC=NC12)O)O.[Na+].[Na+] disodium adenosine 5'-triphosphate